[Si](C)(C)(C(C)(C)C)O[C@H](C(=O)OCC)C (S)-ethyl 2-((tert-butyldimethylsilyl)oxy)propanoate